trimethylenetrinitramine C1N(CN(CN1[N+](=O)[O-])[N+](=O)[O-])[N+](=O)[O-]